C(C)(C)(C)OC(=O)NC[C@@]1(OC2=C(C1)C=C(C=C2[C@@H](C)NC=2C=CC=1N(N2)C(=CN1)C(=O)O)F)C 6-(((R)-1-((R)-2-(((tert-butoxycarbonyl)amino)methyl)-5-fluoro-2-methyl-2,3-dihydrobenzofuran-7-yl)ethyl)amino)imidazo[1,2-b]pyridazine-3-carboxylic acid